C(C)NC(=O)C12NCC(C1)C2 N-ethyl-2-azabicyclo[2.1.1]hexane-1-carboxamide